CN(C1=CN=CC(=N1)C1=CC(=C(C(=C1)F)N1CCC(CC1)CC(=O)O)F)C 2-[1-[4-[6-(dimethylamino)pyrazin-2-yl]-2,6-difluoro-phenyl]-4-piperidinyl]acetic acid